2'-(trans-4-(dimethylamino)cyclohexyl)-9'-methoxy-2',4'-dimethyl-6',7'-dihydro-5'H-spiro[cyclopropane-1,8'-[1,3]dioxolo[4,5-g]isoquinolin]-5'-one CN([C@@H]1CC[C@H](CC1)C1(OC=2C(=C(C=3C4(CNC(C3C2C)=O)CC4)OC)O1)C)C